FC1=C(CC2=NC3=C(N2[C@@H]2COCC2(C)C)C=C(C=C3)C(=O)O)C=C(C(=C1)C1=NC(=CC=C1)OCC=1C(=NC(=CC1)C)F)F (S)-2-(2,5-difluoro-4-(6-((2-fluoro-6-methylpyridin-3-yl)methoxy)pyridin-2-yl)benzyl)-1-(4,4-dimethyltetrahydrofuran-3-yl)-1H-benzo[d]imidazole-6-carboxylic acid